N-(4,4-difluoro-6,7-dihydro-5H-pyrazolo[1,5-a]pyridin-2-yl)-4-methyl-3-[2-[2-(methylamino)pyrimidin-5-yl]ethynyl]benzamide FC1(C=2N(CCC1)N=C(C2)NC(C2=CC(=C(C=C2)C)C#CC=2C=NC(=NC2)NC)=O)F